C(=O)(OC(C)(C)C)N[C@@H](CCS)C(=O)O N-Bochomocysteine